2-(2-(cyclopropanesulfonylamino)pyrimidin-4-yl)-N-(4-(5-methoxypyridin-3-yl)phenyl)-2-methylpropanamide C1(CC1)S(=O)(=O)NC1=NC=CC(=N1)C(C(=O)NC1=CC=C(C=C1)C=1C=NC=C(C1)OC)(C)C